6-chloro-N-(5-chloro-1-phenyl-1H-pyrazol-4-yl)-1H-indole-3-sulfonamide ClC1=CC=C2C(=CNC2=C1)S(=O)(=O)NC=1C=NN(C1Cl)C1=CC=CC=C1